C1(=CC=CC=C1)N1C(N(C=C2C=CC=3C(=C12)C=CN3)C3=CC=CC=C3)=O 1,3-diphenylpyrroloquinazolinone